(S)-N-(5-ethylisoxazol-3-yl)-4-methyl-3-(1-(pyrazolo[1,5-a]pyrimidin-3-yl)pyrrolidin-3-yl)benzamide C(C)C1=CC(=NO1)NC(C1=CC(=C(C=C1)C)[C@H]1CN(CC1)C=1C=NN2C1N=CC=C2)=O